BrC=1C=CC(=NC1C)N 5-Bromo-6-methylpyridine-2-amine